(S)-4-(2-(1-(5-oxa-2-azaspiro[3.4]oct-7-yl)piperidin-4-yl)-4-fluorophenyl)cyclohexane-1-ol C1NCC12OC[C@H](C2)N2CCC(CC2)C2=C(C=CC(=C2)F)C2CCC(CC2)O